N-hydroxyoxa-1,13-tridecanediamine ONOCCCCCCCCCCCCN